methyl (1r,4r)-4-(methylsulfonamido)cyclohexane-1-carboxylate CS(=O)(=O)NC1CCC(CC1)C(=O)OC